N1(CCC1)C=1N=CC(=NC1C)CN1N=CC(=C1)NC(=O)C1=NC(=CN=C1)C1=C(C(=CC=C1C(F)F)Cl)F N-(1-((5-(Azetidin-1-yl)-6-methylpyrazin-2-yl)methyl)-1H-pyrazol-4-yl)-6-(3-chloro-6-(difluoromethyl)-2-fluorophenyl)pyrazine-2-carboxamide